2-methyl-cyclopentene CC1=CCCC1